2-fluoro-3-(thiazol-2-yl)prop-2-enamide FC(C(=O)N)=CC=1SC=CN1